butyl-but-2-enamide C(CCC)C(C(=O)N)=CC